12-Hydroxydodecyl dihydrogen phosphate P(=O)(OCCCCCCCCCCCCO)(O)O